CN(CCN(C=1C(=CC(=C(C1)F)NC1=NC=C(C(=N1)C1=CNC2=C(C=CC=C12)F)C(F)(F)F)N)C)C N1-(2-(dimethylamino)ethyl)-5-fluoro-N4-(4-(7-fluoro-1H-indol-3-yl)-5-(trifluoromethyl)pyrimidin-2-yl)-N1-methylbenzene-1,2,4-triamine